ClC1=CC(=C(O[C@H](C(=O)OC)C)C=C1Cl)C1=NOCC1OCC methyl (2S)-2-[4,5-dichloro-2-(4-ethoxy-4,5-dihydroisoxazol-3-yl)phenoxy]propanoate